C(#N)CC1(CCN(CC1)CC(F)(F)F)N1N=C(C(=C1)C(=O)N)NC(=O)[C@H]1[C@@H](C1)F |r| 1-[4-(cyanomethyl)-1-(2,2,2-trifluoroethyl)-4-piperidyl]-3-[[rac-(1S,2R)-2-fluorocyclopropanecarbonyl]amino]pyrazole-4-carboxamide